CC1=C(C=NC=C1)C=1C=C2C=C(N=CC2=CN1)NC1=NC=C(C=C1)S(=O)(=O)C 6-(4-methylpyridin-3-yl)-N-(5-(methylsulfonyl)pyridin-2-yl)-2,7-naphthyridin-3-amine